CC(C(=O)OCC(C)(C1=CC(=C(C=C1)Cl)Cl)NC(=O)OC(C)(C)C)(C)C 2-{[(tert-butoxy)carbonyl]amino}-2-(3,4-dichlorophenyl)propyl 2,2-dimethylpropanoate